Magnesium Chloride Salt [Cl-].[Mg+2].[Cl-]